C1(CCCCC1)C[C@@H](C(N[C@H](C=O)C[C@H]1C(NCC1)=O)=O)NC(O[C@H](C(C)(C)C1=CC(=CC=C1)Cl)C1=CC(=CC=C1)F)=O (S)-2-(3-chlorophenyl)-1-(3-fluorophenyl)-2-methylpropyl ((S)-3-cyclohexyl-1-oxo-1-(((S)-1-oxo-3-((S)-2-oxopyrrolidin-3-yl)propan-2-yl)amino)propan-2-yl)carbamate